C1(=CC=C(C=C1)CC=1C(=CSC1Br)C(=O)O)C1=CC=CC=C1 4-([1,1'-biphenyl]-4-ylmethyl)-5-bromothiophene-3-carboxylic acid